COC1=NC(=NC(=N1)OC)C1N(CCOC1)C (4,6-Dimethoxy-[1,3,5]triazin-2-yl)-4-methyl-morpholin